C12(CC3CC(CC(C1)C3)C2)CN2N=CC(=C2C)C2=C(C=3N(C=C2)C(=CN3)NC3=C(C(=O)O)C=CC(=C3)N3CCN(CC3)C(=O)OCC3=CC=CC=C3)C(=O)OC 2-((7-(1-(adamantan-1-ylmethyl)-5-methyl-1H-pyrazol-4-yl)-8-(methoxycarbonyl)imidazo[1,2-a]pyridin-3-yl)amino)-4-(4-((benzyloxy)carbonyl)piperazin-1-yl)benzoic acid